N-(2-methacryloyloxy-ethyl)-2-pyrrolidone C(C(=C)C)(=O)OCCN1C(CCC1)=O